C(C)OC1=CC=C(C=C1)C(COCC1=CC(=CC=C1)OC1=CC=CC=C1)(C)C 1-[[2-(4-ethoxyphenyl)-2-methylpropyloxy]methyl]-3-phenoxybenzene